N-(5,6-dimethylpyrazin-2-yl)-5-[2-methyl-4-[(3S)-1-methylpyrrolidin-3-yl]oxy-pyrazol-3-yl]pyrazolo[1,5-a]pyridin-2-amine CC=1N=CC(=NC1C)NC1=NN2C(C=C(C=C2)C=2N(N=CC2O[C@@H]2CN(CC2)C)C)=C1